7,7-dimethyl-5H,7H-indeno[2,1-b]Carbazole CC1(C2=CC=CC=C2C=2C1=CC=1NC3=CC=CC=C3C1C2)C